ClC=1C=CC=C2C=C(NC12)C(=O)N[C@H](C(=O)N[C@H](C(=O)OC)C[C@H]1C(NCCC1)=O)CC1CC1 (S)-methyl 2-((S)-2-(7-chloro-1H-indole-2-carboxamido)-3-cyclopropylpropanamido)-3-((S)-2-oxopiperidin-3-yl)propanoate